N-((1S)-4-(5-(3-cyano-4-(difluoromethoxy)phenyl)-1,2,4-oxadiazol-3-yl)-2,3-dihydro-1H-inden-1-yl)acetamide C(#N)C=1C=C(C=CC1OC(F)F)C1=NC(=NO1)C1=C2CC[C@@H](C2=CC=C1)NC(C)=O